N1=C(N)N=C(N)N=C1N.C(=O)(O)CCP(O)(=O)C1=CC=CC=C1 2-carboxyethylphenylphosphinic acid melamine salt